N-(trimethylsiloxycarbonyl)methyl-3-aminopropyl-dimethylethoxysilane C[Si](OC(=O)CNCCC[Si](OCC)(C)C)(C)C